n-dodecyl glycidyl ether CCCCCCCCCCCCOCC1CO1